C(C)(C)(C)[C@@H]1CC=2C=C3C(=NC2CC1)SC(=C3)C(=O)N[C@H](CCN3CCCCC3)C3=CC=C(C=C3)C3=COC=C3 (6S)-6-tert-butyl-N-[(1R)-1-[4-(3-furyl)phenyl]-3-(1-piperidyl)propyl]-5,6,7,8-tetrahydrothieno[2,3-b]quinoline-2-carboxamide